C(C)(C)(C)C1=CC=C(C=C1)[C@H](C)NC(=O)C1=CC=C2C(=C(N(C2=C1)CC1CCC1)C)CC=1C=CC(=C(O[C@@H](C(=O)O)C)C1)Cl (R)-2-(5-((6-(((S)-1-(4-(tert-butyl)phenyl)ethyl)carbamoyl)-1-(cyclobutylmethyl)-2-methyl-1H-indol-3-yl)methyl)-2-chlorophenoxy)propanoic acid